1-ethyl-4-hydroxy-5-n-propyl-pyrazol C(C)N1N=CC(=C1CCC)O